dimethylammonio-1-propanesulphonate C[NH+](C)C(CC)S(=O)(=O)[O-]